[Co].[La] Lanthanum-cobalt